FC1(CN(CCC=C1C=1C=NN(C1)C)CC1=CC=C(C=C1)OC)F 3,3-difluoro-1-(4-methoxybenzyl)-4-(1-methyl-1H-pyrazol-4-yl)-2,3,6,7-tetrahydro-1H-azepine